N-(1-methyl-4-piperidyl)-6-[3-(4-mesyl-2-anisidino)-1-propynyl]-1-(2,2,2-trifluoroethyl)-1H-benzo[d]imidazole-4-carboxamide CN1CCC(CC1)NC(=O)C1=CC(=CC=2N(C=NC21)CC(F)(F)F)C#CCNC=2C(OC)=CC=C(C2)S(=O)(=O)C